CC(CC(=O)OC(C)CCCCCC)CC(C)(C)C 2-octyl 3,5,5-trimethylhexanoate